(S)-methyl 2-(3-((4-(3-(1-(3-(((4-methyl-5-(pyrimidin-4-yl)-4H-1,2,4-triazol-3-yl)methyl)amino)benzamido)ethyl)phenoxy)pentyl)oxy)propoxy)acetate CN1C(=NN=C1C1=NC=NC=C1)CNC=1C=C(C(=O)NC(C)C=2C=C(O[C@H](CCCOCCCOCC(=O)OC)C)C=CC2)C=CC1